acrylamidopropyltetrakis(dimethylsiloxy)dimethylbutyl-silane C(C=C)(=O)NCCC[Si](C(C(CC)(O[SiH](C)C)O[SiH](C)C)(O[SiH](C)C)O[SiH](C)C)(C)C